4-amino-N-(8-(4,4-difluoropiperidin-1-yl)-2-methyl-[1,2,4]triazolo[1,5-a]pyrazin-6-yl)-2-(6-azaspiro[2.5]oct-6-yl)benzamide NC1=CC(=C(C(=O)NC=2N=C(C=3N(C2)N=C(N3)C)N3CCC(CC3)(F)F)C=C1)N1CCC3(CC3)CC1